2-((3-fluoro-6-methoxy-1H-pyrrolo[2,3-b]pyridin-5-yl)oxy)-N-((6-((((1r,4r)-4-hydroxy-4-methylcyclohexyl)methyl)amino)-5-nitropyridin-3-yl)sulfonyl)benzamide FC1=CNC2=NC(=C(C=C21)OC2=C(C(=O)NS(=O)(=O)C=1C=NC(=C(C1)[N+](=O)[O-])NCC1CCC(CC1)(C)O)C=CC=C2)OC